(S)-4-(4-Fluorobenzyl)-N-(7-((2-hydroxyspiro[3.3]heptan-2-yl)ethynyl)-5-methyl-4-oxo-2,3,4,5-tetrahydrobenzo[b][1,4]oxazepin-3-yl)-1H-pyrazol-1-carboxamid FC1=CC=C(CC=2C=NN(C2)C(=O)N[C@@H]2C(N(C3=C(OC2)C=CC(=C3)C#CC3(CC2(C3)CCC2)O)C)=O)C=C1